ClC1=C(C=CC=C1)CC(=O)NC1=CC=C(C=C1)N1C2=C(NC(CC1=O)=O)C1=CC=CC=C1C=C2 5-[4-[(2-chlorophenylacetyl)amino]phenyl]-1H-naphtho[1,2-b][1,4]diazepine-2,4(3H,5H)-dione